(R)-N-(4-cyclobutyl-3-(cyclobutylmethyl)-1-methyl-1H-pyrazol-5-yl)-2-(2,2,3,3-tetrafluorocyclobutyl)acetamide C1(CCC1)C=1C(=NN(C1NC(C[C@H]1C(C(C1)(F)F)(F)F)=O)C)CC1CCC1